8-phenyl-N-(6-(piperazin-1-yl)pyridin-3-yl)pyrido[3,4-d]pyrimidin-2-amine C1(=CC=CC=C1)C1=NC=CC2=C1N=C(N=C2)NC=2C=NC(=CC2)N2CCNCC2